1-(2,4-difluoro-6-methylphenyl)-3-(6-methoxy-2-methylpyridin-3-yl)-6-(trifluoromethyl)-2,3-dihydroquinazolin-4(1H)-one FC1=C(C(=CC(=C1)F)C)N1CN(C(C2=CC(=CC=C12)C(F)(F)F)=O)C=1C(=NC(=CC1)OC)C